[Sn+4].C[N+](C)(C)C tetramethylammonium tin